C(CCCCCCC\C=C/CCCCCCCC)(=O)OCC(COC(CCCCCCC\C=C/CCCCCCCC)=O)(COCC(COC(CCCCCCC\C=C/CCCCCCCC)=O)(CO)CO)CO dipentaerythritol trioleate